C(C)(C)(C)OC(=O)N1CC(CC1)(F)C(N(C)C)=O.CC1=CC2=C(C3=CC=CC=C3C(=C2C=C1)OC(=O)OCCC)OC(=O)OCCC 2-methyl-9,10-bis(n-propoxycarbonyloxy)anthracene tert-butyl-3-(dimethylcarbamoyl)-3-fluoropyrrolidine-1-carboxylate